6-chloro-3-(((R)-1-(3,6-dimethyl-2-((1R,5S,6R)-6-(6-methylpyridazin-3-yl)-3-azabicyclo[3.1.0]hexan-3-yl)-4-oxo-3,4-dihydroquinazolin-8-yl)ethyl)amino)-N-(methylsulfonyl)picolinamide ClC1=CC=C(C(=N1)C(=O)NS(=O)(=O)C)N[C@H](C)C=1C=C(C=C2C(N(C(=NC12)N1C[C@H]2C([C@H]2C1)C=1N=NC(=CC1)C)C)=O)C